1-((3-(6-(2-hydroxy-4,6-dimethylphenyl)pyrido[2,3-b]pyrazin-3-yl)piperidin-1-yl)methyl)cyclohexane-1-carboxylic acid OC1=C(C(=CC(=C1)C)C)C=1C=CC=2C(=NC(=CN2)C2CN(CCC2)CC2(CCCCC2)C(=O)O)N1